2-(2-formamidothiazol-4-yl)acetic acid C(=O)NC=1SC=C(N1)CC(=O)O